BrC=1C=2C(N=C3N(C2C=CC1)C1=CC(=CC=C1C3(C)C)C3CCN(CC3)CC3COC1(CC3)CCN(CC1)C1=CC(=C(C(=C1)F)N1C(CCCC1=O)=O)F)=O (4-(3-((4-(4-bromo-7,7-dimethyl-5-oxo-5,7-dihydroindolo[1,2-a]quinazolin-10-yl)piperidin-1-yl)methyl)-1-oxa-9-azaspiro[5.5]undecan-9-yl)-2,6-difluorophenyl)piperidine-2,6-dione